ClC1=C(C=C(C(=C1)Cl)OC(C)C)NC(CSC(C(=O)O)C)=O 2-((2-((2,4-dichloro-5-isopropoxyphenyl)amino)-2-oxoethyl)thio)propanoic acid